tert-butyl (3R)-3-[(6-fluoro-8-methyl-1-isoquinolyl)amino]piperidine-1-carboxylate FC=1C=C2C=CN=C(C2=C(C1)C)N[C@H]1CN(CCC1)C(=O)OC(C)(C)C